C=1(C(=CC=CC1)N)OCC phenetolamine